methyl glyoxylate (glyoxylate) C(C=O)(=O)O.C(C=O)(=O)OC